(9-(3-bromopropyl)-3,9-diazaspiro[5.5]undecan-3-yl)(4-((5-chloro-4-(methylamino)pyrimidin-2-yl)amino)-3-methoxyphenyl)methanone BrCCCN1CCC2(CCN(CC2)C(=O)C2=CC(=C(C=C2)NC2=NC=C(C(=N2)NC)Cl)OC)CC1